C(C1=CC=CC=C1)N1CC(CC1)(CC1=CC=CC=C1)C=1C=C2C=NN(C2=CC1C#N)COCC[Si](C)(C)C 5-(1,3-dibenzylpyrrolidin-3-yl)-1-((2-(trimethylsilyl)ethoxy)methyl)-1H-indazole-6-carbonitrile